(tert-butoxycarbonyl)(4-(4-(((tert-butoxycarbonyl)(methyl)amino)methyl)-5-(tetrahydro-2H-pyran-4-yl)thiazole-2-yl)-7-(3-methylpyridin-4-yl)isoquinolin-1-yl)carbamate C(C)(C)(C)OC(=O)N(C([O-])=O)C1=NC=C(C2=CC=C(C=C12)C1=C(C=NC=C1)C)C=1SC(=C(N1)CN(C)C(=O)OC(C)(C)C)C1CCOCC1